1-(morpholin-4-yl)dodecane-1-thione N1(CCOCC1)C(CCCCCCCCCCC)=S